1-(Chloro-methyl)-4-(S-methylsulfonimidoyl)-benzene ClCC1=CC=C(C=C1)S(=O)(=N)C